C(C)(C)(C)C1=CC=C(C=C1)N(C(=O)[C@@H]1N(C[C@@H](C1)OC)C(=O)OC(C)(C)C)C(C(=O)NC1CCC(CC1)(F)F)(C)C=1C=NC=CC1 (2R,4R)-tert-butyl 2-((4-(tert-butyl)phenyl)(1-((4,4-difluorocyclohexyl)amino)-1-oxo-2-(pyridin-3-yl)propan-2-yl)carbamoyl)-4-methoxypyrrolidine-1-carboxylate